ClC=1C=C(C=CC1F)NC1=NC=NC2=CC(=C(C=C12)OCCCN1CCC(CC1)N1CCN(CC1)CCCC#CC1=C2CN(C(C2=CC=C1)=O)C1C(NC(CC1)=O)=O)OC 3-(4-(5-(4-(1-(3-((4-((3-chloro-4-fluorophenyl)amino)-7-methoxyquinazolin-6-yl)oxy)propyl)piperidin-4-yl)piperazin-1-yl)pent-1-yn-1-yl)-1-oxoisoindolin-2-yl)piperidine-2,6-dione